1,5,7-trimethyl-4-oxo-N-(2-(pyridin-2-yl)propan-2-yl)-4,5-dihydro-1H-pyrrolo[3,2-c]pyridine-3-carboxamide CN1C=C(C=2C(N(C=C(C21)C)C)=O)C(=O)NC(C)(C)C2=NC=CC=C2